4-(5-fluoro-6-isopropoxypyridin-3-yl)-N-(1-(methylsulfonyl)piperidin-4-yl)pyrimidin-2-amine FC=1C=C(C=NC1OC(C)C)C1=NC(=NC=C1)NC1CCN(CC1)S(=O)(=O)C